(1S,2S)-1-hydroxy-2-[(5S)-5H-imidazo[4,3-a]isoindol-5-yl]-8-azaspiro[4.5]decane-8-sulfonamide O[C@H]1[C@@H](CCC12CCN(CC2)S(=O)(=O)N)[C@@H]2N1C(C3=CC=CC=C23)=CN=C1